OC=1C=CC=2[C@H]3CC[C@@]4([C@H](CC[C@H]4[C@@H]3[C@@H](CC2C1)CCCCOCCOCCOCC(=O)O)O)C 2-(2-(2-(4-((7R,8R,9S,13S,14S,17S)-3,17-dihydroxy-13-methyl-7,8,9,11,12,13,14,15,16,17-decahydro-6H-cyclopenta[a]phenanthren-7-yl)butoxy)ethoxy)ethoxy)acetic acid